C1(=CC=CC2=CC=CC=C12)C[C@@H](C(=O)N[C@@H](CC(C)C)C(=O)N[C@@H](C(C)C)C(=O)O)NC(CCCCCCC\C=C/CCCCCCCC)=O ((S)-3-(naphthalene-1-yl)-2-oleamidopropionyl)-leucyl-valine